4-propyl-1,5-dihydropyrrole C(CC)C1=CCNC1